(R)-4-(3-((6-morpholinopyrimidin-4-yl)amino)piperidin-1-yl)benzaldehyde O1CCN(CC1)C1=CC(=NC=N1)N[C@H]1CN(CCC1)C1=CC=C(C=O)C=C1